O1[C@H](COCC1)CN1N=C2C3=C(CCC2=C1)OC(=C3C(F)(F)F)C(=O)NCCC=3SC=CN3 2-[(2S)-1,4-dioxan-2-ylmethyl]-N-[2-(1,3-thiazol-2-yl)ethyl]-8-(trifluoromethyl)-4,5-dihydro-2H-furo[2,3-g]indazole-7-carboxamide